OCCCCOC1=CC=C2C=CC(OC2=C1)=O 7-(4-hydroxybutyloxy)coumarin